2-iodo-1H-indole IC=1NC2=CC=CC=C2C1